(4S)-2-(4-cyclopropyl-6-methoxypyrimidin-5-yl)-4-(4-(1-(1-fluoropropan-2-yl)-4-(trifluoromethyl)-1H-imidazol-2-yl)phenoxy)-4,5,6,7-tetrahydropyrazolo[1,5-a]pyridine C1(CC1)C1=NC=NC(=C1C1=NN2C([C@H](CCC2)OC2=CC=C(C=C2)C=2N(C=C(N2)C(F)(F)F)C(CF)C)=C1)OC